1,3,4,6,7,8-Hexahydro-2H-pyrimido[1,2-a]pyrimidinate N1C=2N(CCC1C(=O)[O-])CCCN2